2-(2-fluorophenyl)azetidin FC1=C(C=CC=C1)C1NCC1